Methyl (E)-3-(6-methylbenzo[d][1,3]dioxol-5-yl)acrylate CC=1C(=CC2=C(OCO2)C1)/C=C/C(=O)OC